BrC=1C=C(C=C2C=C(N(C12)CC1CC1)C1=CCCN(C1)C(=O)OC(C)(C)C)C(=O)N1CCN(CC1)C1CC1 1-Tert-butyl 5-[7-bromo-1-(cyclopropylmethyl)-5-(4-cyclopropylpiperazine-1-carbonyl)indol-2-yl]-3,6-dihydro-2H-pyridine-1-carboxylate